5-((3-(3,5-dibromophenyl)oxetan-3-yl)methyl)-4-methyl-4H-1,2,4-triazole-3-thiol BrC=1C=C(C=C(C1)Br)C1(COC1)CC=1N(C(=NN1)S)C